ethyl 4-(1-methylcyclopropyl)-3-oxobutyrate CC1(CC1)CC(CC(=O)OCC)=O